OC1(CN(C1)[C@H]1[C@@H](CCC1)OC=1C=C2CN(C(C2=CC1)=O)C1C(NC(CC1)=O)=O)C 3-(5-(((1R,2R)-2-(3-hydroxy-3-methylazetidin-1-yl)cyclopentyl)oxy)-1-oxoisoindolin-2-yl)piperidine-2,6-dione